p-Nitrosaccharin C1=CC(=C2C(=C1)S(=O)(=O)NC2=O)[N+](=O)[O-]